3-bromo-6-methoxypyrazolo[1,5-a]pyrimidine BrC=1C=NN2C1N=CC(=C2)OC